(2-(Trifluoromethyl)-8-(4-(trifluoromethyl)phenyl)imidazo[1,2-a]pyrazin-6-yl)methanamine FC(C=1N=C2N(C=C(N=C2C2=CC=C(C=C2)C(F)(F)F)CN)C1)(F)F